COC[C@H](C)O (2S)-1-methoxy-2-propanol